perfluoro-1-decanethiol FC(C(C(C(C(C(C(C(C(C(F)(F)F)(F)F)(F)F)(F)F)(F)F)(F)F)(F)F)(F)F)(F)F)(S)F